2-(6-{5-chloro-2-[(oxan-4-yl)amino]pyrimidin-4-yl}-1-oxo-2,3-dihydro-1H-isoindol-2-yl)-N-[1-(2,3-dimethylphenyl)-2-hydroxyethyl]acetamide ClC=1C(=NC(=NC1)NC1CCOCC1)C1=CC=C2CN(C(C2=C1)=O)CC(=O)NC(CO)C1=C(C(=CC=C1)C)C